NN(CC(C)C)C(=O)O aza-leucine